3-Deuterio-4-[[(2S,3R,4S,5R)-3-(3,4-difluoro-2-methoxyphenyl)-4,5-dimethyl-5-(trifluoromethyl)tetrahydrofuran-2-carbonyl]amino]pyridin-2-carboxamid [2H]C=1C(=NC=CC1NC(=O)[C@H]1O[C@]([C@H]([C@@H]1C1=C(C(=C(C=C1)F)F)OC)C)(C(F)(F)F)C)C(=O)N